C(CCC)[Sn](CCCC)(CCCC)C=1C(=C(SC1)C=1SC=CC1)[Sn](CCCC)(CCCC)CCCC bis(tributylstannyl)-2,2'-bithiophene